2-(5-bromo-4-oxopentyl)isoindoline-1,3-dione BrCC(CCCN1C(C2=CC=CC=C2C1=O)=O)=O